C(C1=CC=CC=C1)(=O)OCC1=CC=CC=C1 benzoic acid, (phenylmethyl) ester